Cl.ClC1=C(C=CC=C1)NC(=O)NC1=C(C=C(C(=C1)C1=CC2=C(N=C(N=C2)NCC)N2C1=NCC2)C)F (2-chlorophenyl)-3-(5-(2-(ethylamino)-8,9-dihydroimidazo[1',2':1,6]pyrido[2,3-d]pyrimidin-6-yl)-2-fluoro-4-methylphenyl)urea hydrochloride